COCCN1CCNCC1 (2-methoxyethyl)piperazine